FC1=C(C=CC(=C1F)C=1C=NNC1)N1CCC(CC1)CN1C(CCC1)=O 1-((1-(2,3-difluoro-4-(1H-pyrazol-4-yl)phenyl)piperidin-4-yl)methyl)pyrrolidin-2-one